N-(4-amino-3-fluorophenyl)-5-chloro-2-(7-fluoro-chroman-4-yl)-4-(trifluoromethyl)benzamide NC1=C(C=C(C=C1)NC(C1=C(C=C(C(=C1)Cl)C(F)(F)F)C1CCOC2=CC(=CC=C12)F)=O)F